SILACYCLOPENTANE [SiH2]1CCCC1